trans-5-(2-(4-chloro-3,5-dimethoxyphenyl)cyclopropyl)-2,2'-bipyrimidine ClC1=C(C=C(C=C1OC)[C@H]1[C@@H](C1)C=1C=NC(=NC1)C1=NC=CC=N1)OC